C(CCC)[NH+](CCC)CCCC dibutylpropylammonium